5-(4-((3-ethyl-4,4-dimethyl-2-oxo-1,2,3,4-tetrahydroquinazolin-7-yl)methyl)piperazin-1-yl)-N-methylpicolinamide C(C)N1C(NC2=CC(=CC=C2C1(C)C)CN1CCN(CC1)C=1C=CC(=NC1)C(=O)NC)=O